2-((7-bromo-3,3-dibutyl-5-phenyl-1,1-dioxido-2,3,4,5-tetrahydro-1,2,5-benzothiadiazepin-8-yl)oxy)acetic acid BrC=1C(=CC2=C(N(CC(NS2(=O)=O)(CCCC)CCCC)C2=CC=CC=C2)C1)OCC(=O)O